(2S,4S)-4-(methoxymethyl)pyrrolidine-1,2-dicarboxylic acid 2-benzyl ester 1-(tert-butyl) ester C(C)(C)(C)OC(=O)N1[C@@H](C[C@@H](C1)COC)C(=O)OCC1=CC=CC=C1